C([C@H]1CO1)(=O)OC (R)-methyl 2,3-epoxypropionate